C(#N)C1=CC=C2C(=CC(=NC2=C1)C1=CC=C(C=C1)\C(\C)=N\S(=O)C(C)(C)C)C(=O)N1CCOCC1 (E)-N-(1-(4-(7-cyano-4-(morpholine-4-carbonyl)quinolin-2-yl)phenyl)ethylidene)-2-methylpropane-2-sulfinamide